7-(2-{[4-(methanesulfonylmethyl)phenyl]amino}-5H,6H,7H,8H-pyrido[3,4-d]pyrimidin-7-yl)-8-methyl-1,2,3,4-tetrahydro-1,5-naphthyridin-4-one CS(=O)(=O)CC1=CC=C(C=C1)NC=1N=CC2=C(N1)CN(CC2)C2=CN=C1C(CCNC1=C2C)=O